BrC=1C(=CC=2C3=C(C(=NC2C1F)N1CC(C1)(C)N(C)C)C=NN3[C@@H]3C[C@H](N(CC3)C(=O)OC(C)(C)C)CC#N)C tert-butyl (2S,4S)-4-(7-bromo-4-(3-(dimethylamino)-3-methylazetidin-1-yl)-6-fluoro-8-methyl-1H-pyrazolo[4,3-c]quinolin-1-yl)-2-(cyanomethyl)piperidine-1-carboxylate